2-methyl-2-tert-Butyldimethylsiloxycarbonyl-5-methyldimethoxysilylnorbornane CC1(C2CC(C(C1)C2)[Si](OC)(OC)C)C(=O)O[Si](C)(C)C(C)(C)C